C(C=C)(=O)N1[C@@H](CCC1)COC=1C(=NC=NC1N)C=1C(=C(C=C(C1)F)NC(C1=C(C=C(C=C1)C1CC1)F)=O)C N-(3-(5-(((2S,4R)-1-acryloylpyrrolidin-2-yl)methoxy)-6-aminopyrimidin-4-yl)-5-fluoro-2-methylphenyl)-4-cyclopropyl-2-fluorobenzamide